OC1=CC=C(C=C1)[C@H](C)NC(CN1N=CC2=C(C1=O)C=CS2)=O (S)-N-(1-(4-hydroxyphenyl)ethyl)-2-(4-oxothieno[2,3-d]pyridazin-5(4H)yl)acetamide